CN(C)CCCN1NN(CC(C1)CCCN(C)C)CCCN(C)C 1,3,5-tris(dimethylaminopropyl)-hexahydrotriazine